4-[[(3R,4R)-1-(2-cyanoacetyl)-4-methyl-3-piperidyl]-methyl-amino]-N-[2-oxo-2-(4-piperazin-1-ylanilino)ethyl]pyrrolo[2,3-d]pyrimidine-7-carboxamide hydrochloride Cl.C(#N)CC(=O)N1C[C@@H]([C@@H](CC1)C)N(C=1C2=C(N=CN1)N(C=C2)C(=O)NCC(NC2=CC=C(C=C2)N2CCNCC2)=O)C